3,5-dithiane C1CSCSC1